BrCC(\C(=C\C1=CC=C(C=C1)Cl)\C1=CC=C(C=C1)Cl)=O (E)-1-bromo-4-(4-chlorophenyl)-3-(4-chlorophenyl)but-3-en-2-one